O1CCN(CC1)C(COC=1C=C2C=CC(=NC2=CC1)C=O)=O 6-(2-morpholino-2-oxoethoxy)quinoline-2-carbaldehyde